O1N=CN=C1C1=CC=C(C=C1)[C@@H](C)CC(C(=O)N)(N1C[C@@H](CC1)OC1=CC(=CC=C1)C(F)(F)F)C ((S)-1-(4-(1,2,4-Oxadiazol-5-yl)phenyl)ethyl)-2-methyl-2-((R)-3-(3-(trifluoromethyl)phenoxy)pyrrolidin-1-yl)propanamide